methyl-((diphenylmethylene) amino)-1-methylcyclopentane-1-carboxylate CC1(C(CCC1)(C(=O)[O-])C)N=C(C1=CC=CC=C1)C1=CC=CC=C1